(4-(trifluoro-methoxy)phenyl)boronic acid FC(OC1=CC=C(C=C1)B(O)O)(F)F